1,2,3-benzotriazine N1=NN=CC2=C1C=CC=C2